C[Si]1(CCC(CC1)NC(=O)C1=CC=2C(=NC(=C(C2F)C)C)N1)C N-(1,1-dimethylsilinan-4-yl)-4-fluoro-5,6-dimethyl-1H-pyrrolo[2,3-b]pyridine-2-carboxamide